C(C)(C)(C)C=1C=C(C(=O)[O-])C=C(C1)C(C)(C)C 3,5-di-tert-butylbenzoate